N-[(3S,4S)-1-(2-cyclopropyl-2-oxoethyl)-3-methyl-4-piperidyl]-6-{3-[4-(N-methylcarbamoyl)-5-fluoro-2-anisidino]-1-propynyl}-1-(2,2,2-trifluoroethyl)-1H-1,3-benzimidazole-4-carboxamide C1(CC1)C(CN1C[C@@H]([C@H](CC1)NC(=O)C1=CC(=CC=2N(C=NC21)CC(F)(F)F)C#CCNC=2C(OC)=CC(=C(C2)C(NC)=O)F)C)=O